N\C(\C)=C(/C(=O)OCC)\C=C\C(C)=O ethyl (2Z,3E)-2-(1-aminoethylidene)-5-oxohex-3-enoate